FC1=CC=C(OC2=CC=C(C=N2)C(C)N)C=C1 1-(6-(4-fluorophenoxy)pyridin-3-yl)ethan-1-amine